1-(1H-benzo[d]imidazol-5-yl)-4-(4-(3,3-difluoropropoxy)-2,6-difluorophenyl)-3,3-dimethylazetidin-2-one N1C=NC2=C1C=CC(=C2)N2C(C(C2C2=C(C=C(C=C2F)OCCC(F)F)F)(C)C)=O